COC=1C=CC(=C2C=CN(C12)CCCOC)CC(C(C)C)=O 1-(7-methoxy-1-(3-methoxypropyl)indol-4-yl)-3-methylbutan-2-one